NC(CC1(CC1)C(=O)O)C(=O)O 1-(2-amino-2-carboxyethyl)cyclopropane-1-carboxylic acid